6-Chloro-3-(methylsulfonyl)pyridine-2,5-diamine ClC1=C(C=C(C(=N1)N)S(=O)(=O)C)N